NCCCC[C@H](C(=O)O)NC(=O)OC(C)(C)C (2R)-6-amino-2-{[(tert-butoxy)carbonyl]amino}hexanoic acid